The molecule is pentaanion of 5-O-phosphono-alpha-D-ribofuranosyl diphosphate arising from deprotonation of the phosphate and diphosphate OH groups; major species at pH 7.3. It has a role as a human metabolite and a Saccharomyces cerevisiae metabolite. It is a conjugate base of a 5-O-phosphono-alpha-D-ribofuranosyl diphosphate. C([C@@H]1[C@H]([C@H]([C@H](O1)OP(=O)([O-])OP(=O)([O-])[O-])O)O)OP(=O)([O-])[O-]